(S,E)-7-(Dimethylamino)-1,7-dioxo-1-((2-oxo-1-((4-(3,3,3-trifluoropropyl)-5H-pyrrolo[3,2-d]pyrimidin-6-yl)methyl)-1,2-dihydropyridin-3-yl)amino)hept-5-en-2-yl-dimethylcarbamat CN(C(/C=C/CC[C@H](C(NC=1C(N(C=CC1)CC1=CC=2N=CN=C(C2N1)CCC(F)(F)F)=O)=O)CN(C([O-])=O)C)=O)C